6-((1H-indazol-4-yl)methyl)-2-(hydroxy(pyridin-2-yl)methyl)-4-methyl-4,6-dihydro-5H-thiazolo[5',4':4,5]pyrrolo[2,3-d]pyridazin-5-one N1N=CC2=C(C=CC=C12)CN1N=CC2=C(C1=O)N(C1=C2SC(=N1)C(C1=NC=CC=C1)O)C